CC1=CC[C@H](CC1)C(=C)C (S)-1-Methyl-4-(1-methylethenyl)-cyclohexene